n-hexadecyl-sulfat C(CCCCCCCCCCCCCCC)OS(=O)(=O)[O-]